5-(2,6-difluorophenyl)-2,4-dimethoxy-6-methyl-pyrimidine FC1=C(C(=CC=C1)F)C=1C(=NC(=NC1C)OC)OC